Trismethylchlorosilane C[Si](Cl)(C)C